C(C(C)C)N1CCN(C2=CC=CC=C12)C(CCN1CCCCC1)=O 1-(4-isobutyl-3,4-dihydroquinoxaline-1(2H)-yl)-3-(piperidin-1-yl)propan-1-one